CC1=C(C(=CC(=C1)C)C)C1=CC=CC=2N1C(N(C2)C2=C(C=CC=C2C(C)C)C(C)C)[Au-]Cl (5-(2,4,6-trimethylphenyl)-2-(2,6-diisopropylphenyl)-2,3-dihydroimidazo[1,5-a]pyridin-3-yl)gold(I) chloride